C(C)(C)(C)OC(=O)N1C[C@@H](CC1)NC1=CC=NC2=CC=CC=C12 (R)-3-(quinolin-4-ylamino)pyrrolidine-1-carboxylic acid tert-butyl ester